3-(6-Fluoropyridin-3-yl)-2-((1R,5S)-6-(4-methyl-4H-1,2,4-triazol-3-yl)-3-azabicyclo[3.1.0]hex-3-yl)benzonitrile FC1=CC=C(C=N1)C=1C(=C(C#N)C=CC1)N1C[C@H]2C([C@H]2C1)C1=NN=CN1C